3-(5,6-dihydrothieno[2',3':4,5]pyrrolo[1,2-a]pyrazine-7(8H)-yl)-5-cyclopropylimidazolidine-2,4-dione S1C=CC2=C1C=C1N2CCN(C1)N1C(NC(C1=O)C1CC1)=O